Phenylglycidylether C1(=CC=CC=C1)OCC1CO1